(2-amino-4-trifluoromethoxyphenyl){4-[6-fluoro-2-(3-piperidyl)-3H-1,3,4-triazainden-7-yl]-1-piperidyl}methanone NC1=C(C=CC(=C1)OC(F)(F)F)C(=O)N1CCC(CC1)C=1C(=CN=C2NC(=NC12)C1CNCCC1)F